(19R)-3-(cyclopropylmethyl)-16-fluoro-5,10,19-trimethyl-20-oxa-4,5,10,11,23-pentaazapentacyclo[19.3.1.02,6.08,12.013,18]pentacosa-1(24),2(6),3,8,11,13,15,17,21(25),22-decaen-22-amine C1(CC1)CC=1C=2C3=CN=C(C(O[C@@H](C4=CC(=CC=C4C4=NN(C=C4CC2N(N1)C)C)F)C)=C3)N